C(N)(=O)C1CC(CC1)N(C(=O)[C@H]1N(CCC1)S(=O)(=O)C1=CC=C(C)C=C1)CC1=CC=C(C=C1)Cl (2S)-N-(3-carbamoylcyclopentyl)-N-(4-chlorobenzyl)-1-tosylpyrrolidine-2-carboxamide